N-(3-bromo-5-(tert-butyl)phenyl)-1-(2,5-dimethoxyphenyl)-5-methyl-1H-1,2,3-triazole-4-carboxamide BrC=1C=C(C=C(C1)C(C)(C)C)NC(=O)C=1N=NN(C1C)C1=C(C=CC(=C1)OC)OC